2-(4-chloro-1H-imidazol-1-yl)-4-(methylsulfonyl)pyrimidine ClC=1N=CN(C1)C1=NC=CC(=N1)S(=O)(=O)C